C(C)S(=O)(=O)NC=1SC=C(N1)C(C(=O)NC1=CC=C(C=C1)C1=NC(=CN=C1)OC(C)C)(C)C 2-(2-(ethylsulfonamido)thiazol-4-yl)-N-(4-(6-isopropoxypyrazin-2-yl)phenyl)-2-methylpropanamide